C1(CCC1)CNCC=1NC2=CC(=CC=C2C1)CN1N=NC(=C1)C1=C2C=NNC2=CC(=C1)I 1-cyclobutyl-N-((6-((4-(6-iodo-1H-indazol-4-yl)-1H-1,2,3-triazol-1-yl)Methyl)-1H-indol-2-yl)methyl)methylamine